4-bromo-6-ethyl-8-methoxy-2-methyl-1,7-naphthyridine BrC1=CC(=NC2=C(N=C(C=C12)CC)OC)C